C1(=CC=CC=C1)C1=NC(=NC(=N1)C1=CC=CC=C1)N1C=2C=CC=CC2C=2C=CC3=C(C12)SC1=C3C=CC=C1 12-(4,6-diphenyl-1,3,5-triazin-2-yl)-12H-[1]Benzothieno[2,3-a]carbazole